(R)-(4,5-dihydro-7H-thieno[2,3-c]pyran-7-yl)-N-methyl-methylamine hydrochloride Cl.S1C=CC2=C1[C@@H](OCC2)N(C)C